N-(4-(6-azaspiro[2.5]octan-6-yl)phenyl)-4-((8-methyl-2,3-dihydro-1H-pyrido[2,3-b][1,4]oxazin-7-yl)amino)-2-oxo-1,2-dihydropyridine-3-carboxamide C1CC12CCN(CC2)C2=CC=C(C=C2)NC(=O)C=2C(NC=CC2NC2=C(C1=C(OCCN1)N=C2)C)=O